4-(2-{[(2R,7aS)-2-fluoro-hexahydro-1H-pyrrolizin-7a-yl]methoxy}-4-{3,8-diazabicyclo[3.2.1]octan-3-yl}-8-fluoroquinazolin-7-yl)-5-ethynyl-6-fluoronaphthalen-2-ol F[C@@H]1C[C@@]2(CCCN2C1)COC1=NC2=C(C(=CC=C2C(=N1)N1CC2CCC(C1)N2)C2=CC(=CC1=CC=C(C(=C21)C#C)F)O)F